ethylaluminum sesquichloride CC[Al](CC)Cl.CC[Al](Cl)Cl